[Na].OC1=C(C)C(=CC=C1)O 2,6-dihydroxytoluene sodium salt